(S)-Methyl 2-(2-chloro-4-methylphenoxy)propanoate ClC1=C(O[C@H](C(=O)OC)C)C=CC(=C1)C